[Sc+3].[O-2].[Lu+3].[O-2].[O-2] Lutetium oxide scandium